C(C)(C)(C)OC(NCC(=O)N1[C@@H](CC(C1)(F)F)C#N)=O (S)-[2-(2-cyano-4,4-difluoro-pyrrolidin-1-yl)-2-oxo-ethyl]carbamic acid tert-butyl ester